N[C@H](C(=O)NCCN1C(C2=CC=CC=C2C2(CCNCC2)C1=O)[C@@H]1CC[C@@H](CC1)C(C)C)CCCNC(=N)N (S)-2-amino-5-guanidino-N-(2-(1-(cis-4-isopropylcyclohexyl)-3-oxo-1H-spiro[isoquinoline-4,4-piperidin]-2(3H)-yl)ethyl)pentanamide